FC([C@@](C)(O)C1=CC=2C(=NC(=CC2)C2=CC=3C(N=C2)=NN(C3)C)S1)(F)F (2R)-1,1,1-trifluoro-2-(6-(2-methyl-2H-pyrazolo[3,4-b]pyridin-5-yl)thieno[2,3-b]pyridin-2-yl)-2-propanol